N-cyclopropylcarbamate C1(CC1)NC([O-])=O